methyl-1-(5-bromo-1H-pyrazole-3-carbonyl)piperidine CC1N(CCCC1)C(=O)C1=NNC(=C1)Br